(R)-1-(4-((4-((2-fluoro-4-(3-(3-(trifluoromethyl)pyrrolidin-1-yl)phenoxy)phenyl)amino)-7-methoxyquinazolin-6-yl)amino)piperidin-1-yl)prop-2-en-1-one FC1=C(C=CC(=C1)OC1=CC(=CC=C1)N1C[C@@H](CC1)C(F)(F)F)NC1=NC=NC2=CC(=C(C=C12)NC1CCN(CC1)C(C=C)=O)OC